N-(2-benzoylphenyl)-2-bromo-N-methylacetamide C(C1=CC=CC=C1)(=O)C1=C(C=CC=C1)N(C(CBr)=O)C